8-fluoro-2-methylimidazo[1,2-a]pyridin-6-yl-2-methanesulfinylpyrimidine-5-carboxamide FC=1C=2N(C=C(C1)C1=NC(=NC=C1C(=O)N)S(=O)C)C=C(N2)C